4-(2-(4-chlorophenyl)-1H-pyrrolo-[2,3-b]pyridin-5-yl)-N-(2,2,2-trifluoroethyl)thiophene-2-carboxamide ClC1=CC=C(C=C1)C1=CC=2C(=NC=C(C2)C=2C=C(SC2)C(=O)NCC(F)(F)F)N1